FC(OC1=CC=C(C=C1)S(=O)(=O)N1CC2=C(C1)CN(C2)C(C(O)C2=CC(=CC=C2)F)=O)F 1-{5-[4-(Difluoromethoxy)benzenesulfonyl]-1H,2H,3H,4H,5H,6H-pyrrolo[3,4-c]pyrrol-2-yl}-2-(3-fluorophenyl)-2-hydroxyethan-1-one